(R)-2-methyl-1,2,3,4-tetrahydroquinoline C[C@H]1NC2=CC=CC=C2CC1